1-(benzo[d][1,3]dioxol-5-yl)-6-bromo-7-fluoro-2-methyl-1H-benzo[d]imidazole O1COC2=C1C=CC(=C2)N2C(=NC1=C2C(=C(C=C1)Br)F)C